1-bromo-2,4,6-triphenylbenzene BrC1=C(C=C(C=C1C1=CC=CC=C1)C1=CC=CC=C1)C1=CC=CC=C1